FC(C1=NN=NN1CC(=O)N1C(CC(C1)F)C(=O)NC(C1=NC=C(C=C1)C(C)C)C1=CC=CC=C1)F 1-{2-[5-(difluoromethyl)-1H-1,2,3,4-tetrazol-1-yl]acetyl}-4-fluoro-N-{phenyl[5-(propan-2-yl)pyridin-2-yl]methyl}pyrrolidine-2-carboxamide